(S)-(4-(benzo[d]oxazol-2-yl)-6,7-dihydro-1H-imidazo[4,5-c]pyridin-5(4H)-yl)(1-isopropyl-1H-1,2,4-triazol-5-yl)methanone O1C(=NC2=C1C=CC=C2)[C@H]2N(CCC1=C2N=CN1)C(=O)C1=NC=NN1C(C)C